(2S)-2-amino-2-(1-methylcyclopropyl)acetic acid acetic acid salt C(C)(=O)O.N[C@H](C(=O)O)C1(CC1)C